C(C)N(S(=O)(=O)NC=1C(=C(C=CC1)C=1N=C(SC1C1=NC(=NC=C1)NC1=CC=C(C=N1)C1CCN(CC1)C(=O)OC(C)(C)C)C)F)C tert-butyl 4-[6-({4-[4-(3-{[ethyl(methyl)sulfamoyl]amino}-2-fluorophenyl)-2-methyl-1,3-thiazol-5-yl]pyrimidin-2-yl}amino)pyridin-3-yl]piperidine-1-carboxylate